1-(2-hydroxyethyl)ethane-2,2-diol OCCCC(O)O